C1(CCCC1)N1CCN(CC1)C1CCC(CC1)N (1R,4R)-4-(4-cyclopentylpiperazin-1-yl)cyclohexan-1-amine